C(C)(C)C1=CC2=C(N=CS2)N1C(=O)OC(C)(C)C tert-butyl 5-isopropylpyrrolo[2,3-d]thiazole-4-carboxylate